CC12C=CC(CC1)(CC2)C(=O)O 4-methylbicyclo-[2.2.2]oct-2-ene-1-formic acid